C1(CC1)C(=O)NC1=NC=C(C(=O)NC([2H])([2H])[2H])C(=C1)NC1=CN(C2=C1C(N(C=C2)C(C(F)(F)F)C)=O)CCOC 6-(Cyclopropanecarboxamido)-4-((1-(2-methoxyethyl)-4-oxo-5-(1,1,1-trifluoropropan-2-yl)-4,5-dihydro-1H-pyrrolo[3,2-c]pyridin-3-yl)amino)-N-(methyl-d3)nicotinamide